ON(C(=O)N(C)C)C1(C(NC(NC1=O)=O)=O)C(C)=NOC 1-hydroxy-1-(5-(1-(methoxyimino)ethyl)-2,4,6-trioxohexahydropyrimidin-5-yl)-3,3-dimethylurea